2-(2-((tert-butoxy-carbonyl)amino)thiazol-4-yl)-2-oxoacetic acid hydrochloride Cl.C(C)(C)(C)OC(=O)NC=1SC=C(N1)C(C(=O)O)=O